potassium tert-butanate C(C(=O)[O-])(C)C.[K+]